FC1=C(N=C(C2=C1N=C(N=C2)OC[C@]21CCCN1C[C@@H](C2)F)OC)C2=CC(=CC1=CC=C(C(=C21)C#C[Si](C(C)C)(C(C)C)C(C)C)F)O 8-fluoro-7-(7-fluoro-3-hydroxy-8-((triisopropylsilyl)ethynyl)naphthalene-1-yl)-2-(((2R,7aS)-2-fluorotetrahydro-1H-pyrrolizin-7a(5H)-yl)methoxy)-5-methoxypyrido[4,3-d]pyrimidine